tert-butyl (4S)-5-amino-4-[6-(2-methoxyethoxy)-4-[[4-(morpholinomethyl)phenyl]methoxy]-1-oxo-isoindolin-2-yl]-5-oxo-pentanoate NC([C@H](CCC(=O)OC(C)(C)C)N1C(C2=CC(=CC(=C2C1)OCC1=CC=C(C=C1)CN1CCOCC1)OCCOC)=O)=O